5-(4'-cyano[1,1'-biphenyl]-4-yl)thiophene-2-carbonitrile C(#N)C1=CC=C(C=C1)C1=CC=C(C=C1)C1=CC=C(S1)C#N